CCCCCCCCCCCCCCC(=O)O[C@H](COC(=O)CCCCCCCCC/C=C\C/C=C\CCCCC)COP(=O)([O-])OCC[N+](C)(C)C 1-(11Z,14Z-eicosadienoyl)-2-pentadecanoyl-glycero-3-phosphocholine